O=C(C(=O)OCC)N(CC1=NC=CC=C1)C(C)C1=CC=CC=C1 ethyl 2-oxo-2-[1-phenylethyl(2-pyridylmethyl)amino]acetate